C1(CC1)N1N=CC(=C1)C1=CC(=NC=C1C#CC=1C=NN(C1)C)C=1C(=NC(=NC1)C=1C=NN(C1)S(=O)(=O)C1CC1)N (4-(1-cyclopropyl-1H-pyrazol-4-yl)-5-((1-methyl-1H-pyrazol-4-yl)ethynyl)pyridin-2-yl)-2-(1-(cyclopropylsulfonyl)-1H-pyrazol-4-yl)pyrimidin-4-amine